2-(4-((3-(4-methoxy-3-(pentyloxy)phenyl)-2-oxotetrahydropyrimidin-1(2H)-yl)methyl)-1H-pyrrolo[2,3-b]pyridin-1-yl)acetic acid COC1=C(C=C(C=C1)N1C(N(CCC1)CC1=C2C(=NC=C1)N(C=C2)CC(=O)O)=O)OCCCCC